N-(4-fluoro-3-((2-((1-methyl-1H-pyrazol-4-yl)amino)-5-(1-methylindolin-5-yl)pyrimidin-4-yl)amino)phenyl)acrylamide FC1=C(C=C(C=C1)NC(C=C)=O)NC1=NC(=NC=C1C=1C=C2CCN(C2=CC1)C)NC=1C=NN(C1)C